O[C@@H](C(=O)N1CC2(CC2)C[C@H]1C(=O)N[C@@H](C[C@H]1C(NCC1)=O)C(COC(F)(F)F)=O)CC (S)-5-((R)-2-hydroxybutyryl)-N-((S)-3-oxo-1-((S)-2-oxopyrrolidin-3-yl)-4-(trifluoromethoxy)butan-2-yl)-5-azaspiro[2.4]heptane-6-carboxamide